OCCC1CCC(CC1)N1N=C2C=C(C(=CC2=C1)NC(C1=NC(=CC=C1)C(F)(F)F)=O)C(=O)OC methyl 2-((1r,4r)-4-(2-hydroxyethyl)cyclohexyl)-5-(6-(trifluoromethyl)picolinamido)-2H-indazole-6-carboxylate